FC1=C(C(=CC=C1)F)C([C@H](C#N)C1=CC=CC=C1)(CBr)C (R)-3-(2,6-difluorophenyl)-3-methyl-4-bromo-2-phenyl-butanenitrile